FC(CNC1=NN2C(C=N1)=C(C=C2)C=2C=NC1=NC=CC=C1C2)(C)C N-(2-fluoro-2-methylpropyl)-5-(1,8-naphthyridin-3-yl)pyrrolo[2,1-f][1,2,4]triazin-2-amine